fluorooxygen F[O]